C(C)(C)(C)OC(=O)N1CCC(=CC1C)C1=NC(=CC=C1)Br 6-bromo-6'-methyl-3',6'-dihydro-[2,4'-bipyridine]-1'(2'h)-carboxylic acid tert-butyl ester